ClC1=CC=C(C=C1)C(C(=O)OCC(C)C)CC(=O)OCC(C)C diisobutyl p-chlorophenylsuccinate